FC(C(C(C(C(C(C(C(C(C(F)(F)F)(F)F)(F)F)(F)F)(F)F)(F)F)(F)F)(F)F)(F)F)(S(=O)(=O)[O-])F Perfluoro-1-decanesulfonate